C(C1=CC=CC=C1)OC1=CC=C(C=C1)NC(=O)C1=C(N(C(=C1)C1=C(C=CC(=C1)Cl)C(=O)N1CC2=CC=CC=C2C[C@H]1CN1CCOCC1)C)C N-[4-(benzyloxy)phenyl]-5-(5-chloro-2-{[(3S)-3-(morpholin-4-ylmethyl)-3,4-dihydroisoquinolin-2(1H)-yl]carbonyl}phenyl)-1,2-dimethyl-1H-pyrrole-3-carboxamide